2-bromo-2-[1-(4-hydroxypiperidine-1-carbonyl)piperidin-4-ylidene]acetonitrile BrC(C#N)=C1CCN(CC1)C(=O)N1CCC(CC1)O